ClC1=CC=CC=N1 (RS)-6-chloro-pyridine